N-(5-chloro-6-(2H-1,2,3-triazol-2-yl)pyridin-3-yl)-3-fluoro-8-methyl-8-(trifluoromethyl)-7,8-dihydro-6H-pyrazolo[1,5-a]pyrrolo[2,3-e]pyrimidine-6-carboxamide ClC=1C=C(C=NC1N1N=CC=N1)NC(=O)N1CC(C2=C1C=NC=1N2N=CC1F)(C(F)(F)F)C